methyl-butenoyl-oxygen COC(C=CC)=O